4-((3-(difluoromethoxy)phenyl)amino)-3-fluoro-5-nitrobenzoic acid methyl ester COC(C1=CC(=C(C(=C1)[N+](=O)[O-])NC1=CC(=CC=C1)OC(F)F)F)=O